cyclohexanemethylamine hydroiodide I.C1(CCCCC1)CN